ClC=1C=NN2C1C(NC1=CC(=CC(=C21)C)CN2CC(C(=CC2)C=2C=NC(=CC2)C(=O)NC)C)=O 1'-((3-chloro-9-methyl-4-oxo-4,5-dihydropyrazolo[1,5-a]quinoxalin-7-yl)methyl)-N,3'-dimethyl-1',2',3',6'-tetrahydro-[3,4'-bipyridine]-6-carboxamide